FC1=C(C=CC(=N1)N1CCC(CC1)C(=O)OCC)C=1SC=2C(N(CCC2N1)C=1C=NC=CC1)=O ethyl 1-(6-fluoro-5-(4-oxo-5-(pyridin-3-yl)-4,5,6,7-tetrahydro-thiazolo[5,4-c]pyridin-2-yl)pyridin-2-yl)piperidine-4-carboxylate